C(C)(C)(C)OC(=O)N/C(/N1[C@@H](CCC1)C1=NC(=NO1)C1=CC2=CC=C(C=C2C=C1)O)=N/C(OC(C)(C)C)=O Tert-butyl (S,Z)-(((tert-butoxycarbonyl)amino)(2-(3-(6-hydroxynaphthalen-2-yl)-1,2,4-oxadiazol-5-yl)pyrrolidin-1-yl)methylene)carbamate